(2S,4R)-1-((S)-2-(7-(3-(4,5-diphenyloxazol-2-yl)propanamido)heptanamido)-3,3-dimethylbutanoyl)-4-hydroxy-N-(4-(4-methylthiazol-5-yl)benzyl)pyrrolidine-2-carboxamide C1(=CC=CC=C1)C=1N=C(OC1C1=CC=CC=C1)CCC(=O)NCCCCCCC(=O)N[C@H](C(=O)N1[C@@H](C[C@H](C1)O)C(=O)NCC1=CC=C(C=C1)C1=C(N=CS1)C)C(C)(C)C